tert-butyl (R)-(2-azido-1-(4-(ethylsulfonyl)phenyl)ethyl)carbamate N(=[N+]=[N-])C[C@@H](C1=CC=C(C=C1)S(=O)(=O)CC)NC(OC(C)(C)C)=O